phthalaziniumselon C1([NH2+]N=CC2=CC=CC=C12)=[Se]